((3AS,4R,6aR)-2,2-dimethyl-4-(4-methyl-7H-pyrrolo[2,3-d]pyrimidin-7-yl)-3a,6a-dihydro-4H-cyclopenta[d][1,3]dioxol-6-yl)methanol CC1(O[C@@H]2[C@H](O1)C(=C[C@H]2N2C=CC1=C2N=CN=C1C)CO)C